1-(2,2-Difluoroethyl)-6-(((6-(piperidin-4-yl)pyridin-2-yl)oxy)methyl)-1H-indazole FC(CN1N=CC2=CC=C(C=C12)COC1=NC(=CC=C1)C1CCNCC1)F